N-[(1,2-Dihydro-4,6-dimethyl-2-oxo-3-pyridinyl)methyl]-5-[ethyl(tetrahydro-2H-pyran-4-yl)amino]-4-methyl-4'-(4-morpholinylmethyl)[1,1'-biphenyl]-3-carboxamide CC1=C(C(NC(=C1)C)=O)CNC(=O)C=1C=C(C=C(C1C)N(C1CCOCC1)CC)C1=CC=C(C=C1)CN1CCOCC1